4-(3'-(9,9'-spirobi[fluoren]-2-yl)-[1,1'-biphenyl]-3-yl)-2,6-diphenylpyrimidine C1=C(C=CC=2C3=CC=CC=C3C3(C12)C1=CC=CC=C1C=1C=CC=CC13)C=1C=C(C=CC1)C1=CC(=CC=C1)C1=NC(=NC(=C1)C1=CC=CC=C1)C1=CC=CC=C1